4-heptylamino-1,2-benzoquinone C(CCCCCC)NC1=CC(C(C=C1)=O)=O